COC1=NC=C(C2=CC(=CC=C12)OC)N1CC2=CC=CC(=C2CC1)C=1C(=NN(C1)C)C(F)(F)F 1',6'-dimethoxy-5-(1-methyl-3-(trifluoromethyl)-1H-pyrazol-4-yl)-3,4-dihydro-1H-[2,4'-biisoquinolin]